methyl-2-hydroxy-N,N-bis(2-hydroxyethyl)-N-methylethylammonium sulfate S(=O)(=O)([O-])[O-].CC(CO)[N+](C)(CCO)CCO.CC(CO)[N+](CCO)(CCO)C